ClC1=NC=CC(=C1F)OC1=CC=CC=C1 2-chloro-3-fluoro-4-phenoxy-pyridine